N-[(4-cyclopropyl-3-fluorophenyl)(1H-pyrazol-5-yl)methyl]-1-(2-acetamidoacetyl)pyrrolidine-2-carboxamide C1(CC1)C1=C(C=C(C=C1)C(NC(=O)C1N(CCC1)C(CNC(C)=O)=O)C1=CC=NN1)F